1,2-dimethylnaphthalene CC1=C(C=CC2=CC=CC=C12)C